6-amino-9-[[6-[2-(dimethylamino)ethoxy]-3-pyridyl]methyl]-2-dimethylphosphoryl-7H-purin-8-one NC1=C2NC(N(C2=NC(=N1)P(=O)(C)C)CC=1C=NC(=CC1)OCCN(C)C)=O